6-iodo-1,3-dihydroisobenzofuran-5-amine IC1=C(C=C2COCC2=C1)N